ClC1=C(C=CC(=C1)F)C1=C(C(=C(C(=C1N)OCCN(C)C)C1=C(C=C(C=C1)F)Cl)N)F bis(2-chloro-4-fluorophenyl)-2-(2-(dimethylamino)ethoxy)-5-fluorobenzene-1,4-diamine